(4aS,7aR,12bS)-3-allyl-9-((2-methoxyethoxy)methoxy)-1,2,3,4,5,6,7,7a-octahydro-4aH-4,12-methanobenzofuro[3,2-e]isoquinoline-4a,7-diol C(C=C)N1C2[C@@]3(CCC([C@H]4[C@]3(CC1)C1=C(O4)C(=CC=C1C2)OCOCCOC)O)O